C(C)(C)(C)OC(=O)N1CC(C1)C1=CC(=CC=C1)C(C)=O 3-(3-acetylphenyl)azetidine-1-carboxylic acid tert-butyl ester